ClCC=1C=C2CCN3C(C2=CC1)=NC=C3C(F)(F)F 8-(chloromethyl)-3-(trifluoromethyl)-5,6-dihydroimidazo[2,1-a]isoquinoline